CC(=O)N[C@@H](CCCCN)C(=O)O N-α-acetyl-L-lysine